C(C)(=O)NC=1C=C(C=CC1F)NC(=O)C1=C(N(C(=C1C)C(C(N[C@H](C(F)(F)F)C)=O)=O)C)C (S)-N-(3-acetylamino-4-fluorophenyl)-1,2,4-trimethyl-5-(2-oxo-2-((1,1,1-trifluoropropan-2-yl)amino)acetyl)-1H-pyrrole-3-carboxamide